[Cl-].C(CCCC)N1CN(C=C1)C 1-amyl-3-methylimidazole chloride salt